N-(3,5-dimethylphenyl)-6-hydroxy-2-naphthamide CC=1C=C(C=C(C1)C)NC(=O)C1=CC2=CC=C(C=C2C=C1)O